2-(4-((2-(ethylthio)pyrimidin-5-yl)methyl)piperazin-1-yl)-6-methylbenzo[d]oxazole C(C)SC1=NC=C(C=N1)CN1CCN(CC1)C=1OC2=C(N1)C=CC(=C2)C